FC1=NC=C(C=C1\C=N\NC(=O)C1=NC(=CN=C1)C=1C=NC(=CC1)OCC1CN(C1)C)OC (E)-N'-((2-fluoro-5-methoxypyridin-3-yl)methylene)-6-(6-((1-methylazetidin-3-yl)methoxy)pyridin-3-yl)pyrazine-2-carbohydrazide